C(=O)OCC=1C=C(C=CC1)N1CCC2(CN(CCN2CCC)C(=O)OC(C)(C)C)CC1 tert-butyl 9-{3-[(formyloxy)methyl]phenyl}-1-propyl-1,4,9-triazaspiro[5.5]undecane-4-carboxylate